O=C1NC(CCC1NC1=CC(=C(C=C1)C1CCN(CC1)C(C(=O)O)CO)F)=O 2-[4-[4-[(2,6-dioxo-3-piperidyl)amino]-2-fluoro-phenyl]-1-piperidyl]-3-hydroxy-propanoic acid